carbonyl-trityl-L-cysteine C(=O)=C([C@H](NC(C1=CC=CC=C1)(C1=CC=CC=C1)C1=CC=CC=C1)C(=O)O)S